8'-methoxy-7'-(3-(pyrrolidin-1-yl)propoxy)-1',3'-dihydrospiro[cyclohexane-1,2'-cyclopenta[c]quinolin]-4'-amine COC1=CC=2C3=C(C(=NC2C=C1OCCCN1CCCC1)N)CC1(C3)CCCCC1